1,5-dimethyl-3-phenyl-6-(propylthio)-3,5-dihydroimidazo[4,5-c][1,2]thiazine-4(1H)-one CN1SC(C(C2=C1N=C(N2C)SCCC)=O)C2=CC=CC=C2